1-[[2-(difluoromethoxy)pyridin-4-yl]methyl]-3-[(1R,3S)-3-(trifluoromethyl)cyclopentyl]urea FC(OC1=NC=CC(=C1)CNC(=O)N[C@H]1C[C@H](CC1)C(F)(F)F)F